4-(benzofuranyl)aniline O1C(=CC2=C1C=CC=C2)C2=CC=C(N)C=C2